1-methyl-2,3-dimethylimidazole bistrifluoromethanesulfonimide salt [N-](S(=O)(=O)C(F)(F)F)S(=O)(=O)C(F)(F)F.CN1C(N(C=C1)C)C